O=C([C@@H](O)[C@@H](O)[C@H](O)[C@@H](O)[C@@H](O)CC)O 7,8-dideoxy-L-glycero-L-gulo-octonic acid